C(C)(C)(C)OC(=O)N1C=2C=CC(=NC2CCC1)C1(CC1)C(=O)O 1-(5-(tert-butoxycarbonyl)-5,6,7,8-tetrahydro-1,5-naphthyridin-2-yl)cyclopropane-1-carboxylic acid